2-chloro-3-(trifluoromethyl)benzene ClC1=CC=CC=C1C(F)(F)F